tert-Butyl-N-(1-(3-cyano-4-(4-cyano-3-fluorophenyl)-6-methylpyridin-2-yl)piperidin-4-yl)urethane C(C)(C)(C)N(C(=O)OCC)C1CCN(CC1)C1=NC(=CC(=C1C#N)C1=CC(=C(C=C1)C#N)F)C